O=S1(CCC(CC1)NC1=CC=CC2=C1S(C=C2CC(F)(F)F)=O)=O 7-((1,1-dioxidotetrahydro-2H-thiopyran-4-yl)amino)-1-oxido-3-(2,2,2-trifluoroethyl)benzo[b]thiophen